O=C(CCOC[C@H](CC1=CC=NC=C1)NC1=C(C(NN=C1)=O)C(F)(F)F)N1CCN(CC1)C1=NC=C(C=N1)C(F)(F)F (S)-5-((1-(3-Oxo-3-(4-(5-(trifluoromethyl)pyrimidin-2-yl)piperazin-1-yl)propoxy)-3-(pyridin-4-yl)propan-2-yl)amino)-4-(trifluoromethyl)pyridazin-3(2H)-one